FC1=C(C=CC(=C1)C)C1=NC=CC(=C1N)C (2-fluoro-4-methylphenyl)-4-methylpyridin-3-amine